BrC1=C(N=C(S1)N)CC 5-bromo-4-ethylthiazol-2-amine